C(C)(C)(C)CC(C)(C)O t-butyl-(tertiary-butyl) alcohol